NC1=C2N=C(N(C2=NC(=N1)OCC)CC1=C(C=C(C=C1)CNCCN1CCSCC1)OC)O 6-amino-2-ethoxy-9-(2-methoxy-4-(((2-thiomorpholinoethyl)amino)methyl)-benzyl)-9H-purin-8-ol